2-(Trimethyl silyl)ethyl N6-beta-alanyl-N2-{[2-(trimethylsilyl)ethoxy]carbonyl}-L-lysinat NCCC(=O)NCCCC[C@H](NC(=O)OCC[Si](C)(C)C)C(=O)OCC[Si](C)(C)C